3-methyl-2-(1-methyl-5-((1-methylpyrrolidin-3-yl)oxy)-1H-imidazo[4,5-b]pyrazin-2-yl)-5-(trifluoromethyl)phenol CC=1C(=C(C=C(C1)C(F)(F)F)O)C1=NC=2C(=NC=C(N2)OC2CN(CC2)C)N1C